(4-bromo-5-chloropyridin-2-yl)oxy(pyrrolidin-1-yl)-4-chloro-2-(tetrahydro-2H-pyran-2-yl)pyridazin-3(2H)-one BrC1=CC(=NC=C1Cl)OC=1C(=C(C(N(N1)C1OCCCC1)=O)Cl)N1CCCC1